(R)-(3-((2-(1,4-dimethyl-1H-pyrazol-5-yl)-5-fluoropyridin-4-yl)oxy)azetidin-1-yl)(5-(5-methylthiazol-2-yl)-4,5-dihydro-1H-pyrazol-1-yl)methanone CN1N=CC(=C1C1=NC=C(C(=C1)OC1CN(C1)C(=O)N1N=CC[C@@H]1C=1SC(=CN1)C)F)C